N-methyl-2-({3-[(E)-2-{5-[2-(1-methylpiperidin-4-yl)ethoxy]pyridin-2-yl}vinyl]-1H-indazol-6-yl}thio)benzamide CNC(C1=C(C=CC=C1)SC1=CC=C2C(=NNC2=C1)\C=C\C1=NC=C(C=C1)OCCC1CCN(CC1)C)=O